(2S,5R)-5-aminotetrahydro-2H-pyran N[C@@H]1CCCOC1